N-(3-chlorophenyl)-4-(3-(4-methoxyphenyl)-1,2,4-oxadiazol-5-yl)piperazine ClC=1C=C(C=CC1)N1CCN(CC1)C1=NC(=NO1)C1=CC=C(C=C1)OC